ClC1=C(C=CC=C1Cl)SC=1SC2=C(N1)SC(=N2)N2CCC1(CC2)[C@@H](C2=CC=CC=C2C1)N (S)-1'-(5-((2,3-dichlorophenyl)thio)thiazolo[5,4-d]thiazol-2-yl)-1,3-dihydrospiro[inden-2,4'-piperidin]-1-amine